(6S,7S)-6-((2-fluoro-[1,1'-biphenyl]-3-yl)methyl)-7-((fluoromethyl)sulfonamido)-N-(2,2,2-trifluoroethyl)-5-azaspiro[2.4]heptane-5-carboxamide FC1=C(C=CC=C1C[C@@H]1N(CC2(CC2)[C@@H]1NS(=O)(=O)CF)C(=O)NCC(F)(F)F)C1=CC=CC=C1